2-(2-methyl-1H-pyrrolo[3,2-c]pyridin-3-yl)-2-oxoacetic acid methyl ester COC(C(=O)C1=C(NC2=C1C=NC=C2)C)=O